FC1(CCN(CC1)C1=CC2=C(C=N1)C(=NN2C(=O)OC(C)(C)C)I)F tert-Butyl 6-(4,4-difluoropiperidin-1-yl)-3-iodopyrazolo[4,3-c]pyridine-1-carboxylate